benzyl 4-[8-[2-(2-hydroxyethoxy)ethyl]-2-methylsulfanyl-7-oxo pyrido[2,3-d]pyrimidin-6-yl]-8-methyl-2,3-dihydroquinoxaline-1-carboxylate OCCOCCN1C(C(=CC2=C1N=C(N=C2)SC)N2CCN(C1=C(C=CC=C21)C)C(=O)OCC2=CC=CC=C2)=O